C(C)(C)(C)OC(=O)N1CCC(CCC1)SC(C1=CC=CC=C1)(C1=CC=CC=C1)C1=CC=CC=C1 4-(tritylthio)azepane-1-carboxylic acid tert-butyl ester